methyl 1-(4-chlorophenyl)-3-(2-(trifluoromethyl)pyrimidin-4-yl)pyrazolo[3,4-d]pyrimidine-6-carboxylate ClC1=CC=C(C=C1)N1N=C(C=2C1=NC(=NC2)C(=O)OC)C2=NC(=NC=C2)C(F)(F)F